cystamine copper [Cu].NCCSSCCN